C(C(C)(C)C)(=O)OOC(C)(C)C tert-butyl peroxy-pivalate